Cl.NCC(=S)O 2-aminothioacetate hydrochloride